1-(3-bromophenyl)-3-(5-fluoro-2-hydrazinocarbonylphenyl)-urea BrC=1C=C(C=CC1)NC(=O)NC1=C(C=CC(=C1)F)C(=O)NN